(R)-1-phenylethanol C1(=CC=CC=C1)[C@@H](C)O